5-chloro-2'-fluoro-2-nitro-[1,1'-biphenyl]-3-carbaldehyde ClC=1C=C(C(=C(C1)C1=C(C=CC=C1)F)[N+](=O)[O-])C=O